N-((2S)-4-methyl-1-oxo-1-(2-((2-oxo-pyrrolidin-3-yl)methyl)hydrazino)pentan-2-yl)-1H-indole-2-carboxamide CC(C[C@@H](C(NNCC1C(NCC1)=O)=O)NC(=O)C=1NC2=CC=CC=C2C1)C